2-Bromo-N-(2-ethoxyphenyl)acetamide CCOC1=CC=CC=C1NC(=O)CBr